BrC1=C(C=C(CNC(C2=C(C=CC(=C2)F)OC)=O)C=C1)OC1CC1 N-(4-bromo-3-cyclopropyloxybenzyl)-5-fluoro-2-methoxybenzamide